BrC1=CC=C(C=C1)C(CCS(=O)(=N)CC[C@@H](C(=O)OC(C)(C)C)NC(=O)OC(C)(C)C)(C(F)(F)F)O tert-butyl (2s)-4-(3-(4-bromophenyl)-4,4,4-trifluoro-3-hydroxybutylsulfonimidoyl)-2-((tert-butoxycarbonyl)amino)butanoate